ClC1=NC(=C(C=C1C(=O)N)Cl)Cl 2,5,6-trichloropyridine-3-formamide